BrC=1C=C2N(N=CC(=C2N[C@@H]2CC[C@H](CC2)NC(OC(C)(C)C)=O)C(N)=NC2=C(C=CC=C2)Cl)C1 tert-butyl [trans-4-[[6-bromo-3-[N'-(2-chlorophenyl)carbamimidoyl]pyrrolo[1,2-b]pyridazin-4-yl]amino]cyclohexyl]carbamate